β-D-glucopyranosyl-(1->2)-[β-D-xylopyranosyl-(1->3)]-β-D-glucopyranosyl-(1->4)-β-D-galactose [C@@H]1([C@H](O)[C@@H](O)[C@H](O)[C@H](O1)CO)O[C@H]1[C@@H](O[C@@H]([C@H]([C@@H]1O[C@H]1[C@H](O)[C@@H](O)[C@H](O)CO1)O)CO)O[C@@H]1[C@@H]([C@H]([C@H](O)O[C@@H]1CO)O)O